iron lithium borate B([O-])([O-])[O-].[Li+].[Fe+2]